1-[({1-[5-(difluoromethyl)(1,3,4-thiadiazol-2-yl)]-4-(6-methoxypyrimidin-4-yl)-1H-indazol-6-yl}sulfonyl)amino]cyclopropanecarboxamide FC(C1=NN=C(S1)N1N=CC2=C(C=C(C=C12)S(=O)(=O)NC1(CC1)C(=O)N)C1=NC=NC(=C1)OC)F